9,9-bis(4-(2-hydroxyethoxy)-3,5-dimethylphenyl)fluorene OCCOC1=C(C=C(C=C1C)C1(C2=CC=CC=C2C=2C=CC=CC12)C1=CC(=C(C(=C1)C)OCCO)C)C